3-[5-(difluoromethyl)-1,3,4-thiadiazol-2-yl]-1-ethyl-7-[(3R)-3-methyl-4-(2-methylpropanoyl)piperazin-1-yl]-N-(3-methyloxetan-3-yl)-2-oxo-1,3-benzodiazole-5-sulfonamide FC(C1=NN=C(S1)N1C(N(C2=C1C=C(C=C2N2C[C@H](N(CC2)C(C(C)C)=O)C)S(=O)(=O)NC2(COC2)C)CC)=O)F